6,6'-dihydroxy-2,2'-bipyridyl-diethanediamine OC1=CC(=C(C(=N1)C1=NC(=CC=C1)O)CC(N)N)CC(N)N